1-(8-bromo-5-chloro-2-(((5-methylisoxazol-3-yl)methyl)sulfinyl)-4-(pyridazin-4-ylamino)quinolin-3-yl)ethan-1-one BrC=1C=CC(=C2C(=C(C(=NC12)S(=O)CC1=NOC(=C1)C)C(C)=O)NC1=CN=NC=C1)Cl